FC1=C(C=C(C=C1)NC(=O)[C@@H]1[C@@H](N(CC1)C(=O)C=1NC(=CC1)C=1C(NN=CC1C)=O)C)C (2S,3S)-N-(4-fluoro-3-methylphenyl)-2-methyl-1-(5-(5-methyl-3-oxo-2,3-dihydropyridazin-4-yl)-1H-pyrrole-2-carbonyl)pyrrolidine-3-carboxamide